2-(3-chloropropyl)-2,8,8,11-tetramethyl-5-pentyl-4H,8H-benzo[c][1,3]dioxino[4,5-f]chromen-4-one ClCCCC1(OC(C=2C(=C3C4=C(C(OC3=CC2CCCCC)(C)C)C=CC(=C4)C)O1)=O)C